CN1C(N(C(C=2N(C=NC12)C)=O)CC12CC(C1)(C2)C(C(F)(F)F)(C)O)=O 3,7-dimethyl-1-((3-(1,1,1-trifluoro-2-hydroxypropan-2-yl)bicyclo[1.1.1]pentan-1-yl)methyl)-1H-purine-2,6(3H,7H)-dione